CC1(C2=CC=CC=C2C=2C=CC(=CC12)C=1C=C(C=CC1)C1=CC=CC=C1)C 3'-(9,9-dimethyl-9H-fluoren-2-yl)-1,1'-biphenyl